2,3-Dimethoxy-12-(2-(pyrrolidin-1-yl)ethyl)-[1,3]dioxolo[4',5':4,5]benzo[1,2-c]phenanthridin-13(12H)-one COC=1C=C2C(N(C=3C4=C(C=CC3C2=CC1OC)C=C1C(=C4)OCO1)CCN1CCCC1)=O